diallyl 1,1'-biphenyl-2,2'-dicarboxylate C=1(C(=CC=CC1)C(=O)OCC=C)C=1C(=CC=CC1)C(=O)OCC=C